BrC=C(C(=O)O)I 3-bromo-2-iodo-propenoic acid